(Z)-14-hexadecenyl acetate C(C)(=O)OCCCCCCCCCCCCC\C=C/C